C(C=C)OC(COCCC(C)C)=O ISO-AMYL-OXYACETIC ACID ALLYLESTER